COCC(=O)O.BrC=1C=C2N=CC(=NC2=CC1Br)C1=CC=C(C=C1)C 6,7-dibromo-2-(p-tolyl)quinoxaline 2-Methoxyacetate